FC1=C(C(=CC=C1F)F)C1=NOC(=C1)CO[C@@H]([C@@](CN1N=CN=C1)(O)C1=C(C=C(C=C1)F)F)C (2R,3R)-3-((3-(2,3,6-trifluorophenyl)isoxazol-5-yl)-methoxy)-2-(2,4-difluorophenyl)-1-(1H-1,2,4-triazol-1-yl)butan-2-ol